C1(CC1)COC1=C(C=C(C=C1)C=1SC2=C(C(=CC(N2C1C(=O)O)=O)CC1=CC=CC2=CC=CC=C12)OC)C 8-[4-(Cyclopropylmethoxy)-3-methyl-phenyl]-5-methoxy-4-[(1-naphthyl)methyl]-2-oxo-7-thia-1-azabicyclo[4.3.0]nona-3,5,8-triene-9-carboxylic acid